N-(7-(Azetidin-1-carbonyl)-5-bromopyrazolo[1,5-a]pyridin-6-yl)-3-bromo-1-(3-chloropyridin-2-yl)-1H-pyrazol-5-carboxamid N1(CCC1)C(=O)C1=C(C(=CC=2N1N=CC2)Br)NC(=O)C2=CC(=NN2C2=NC=CC=C2Cl)Br